5-(aminomethyl)-1-methyl-piperidin-2-one NCC1CCC(N(C1)C)=O